BrC1=C(C(=C(C=2C(=C(C(=C(C12)Br)[2H])[2H])[2H])[2H])[2H])[2H] 1,8-dibromonaphthalene-2,3,4,5,6,7-d6